(R)-1-((3aR,4R,6R,6aS)-2,2-dimethyl-6-(4-methyl-7H-pyrrolo[2,3-d]pyrimidin-7-yl)tetrahydro-4H-cyclopenta[d][1,3]dioxol-4-yl)ethan-1-ol CC1(O[C@H]2[C@@H](O1)[C@@H](C[C@@H]2[C@@H](C)O)N2C=CC1=C2N=CN=C1C)C